C(#N)C1=C(C=O)C(=CC=C1)OC 2-CYANO-6-METHOXYBENZALDEHYDE